C(#N)C=1C=NC(=NC1)N1CCC(CC1)N1C2=C(N(C(C1=O)=O)C)C=C(C=N2)C(=O)O 4-(1-(5-cyanopyrimidin-2-yl)piperidin-4-yl)-1-methyl-2,3-dioxo-1,2,3,4-tetrahydropyrido[2,3-b]pyrazine-7-carboxylic acid